C(#N)N1C[C@]2(CCC2C1)NC(=O)C1=CC=C(C=C1)C1=C(C=CC=C1)SC1=CC=CC=C1 N-((1R)-3-cyano-3-azabicyclo[3.2.0]heptan-1-yl)-2'-(phenylthio)-[1,1'-biphenyl]-4-carboxamide